N-(1-(3,3-difluorocyclobutyl)-2-oxo-1,2-dihydropyridin-3-yl)-4-((2-hydroxyethyl)sulfonyl)-2-(6-azaspiro[2.5]octan-6-yl)benzamide FC1(CC(C1)N1C(C(=CC=C1)NC(C1=C(C=C(C=C1)S(=O)(=O)CCO)N1CCC2(CC2)CC1)=O)=O)F